C(CCCCCCC\C=C/CCCCCCCC)(=O)CC(CC1N(CCNC1)C)C(CCCCCCC\C=C/CCCCCCCC)=O 1,2-dioleoyl-3-(N-methylpiperazinyl)propane